COC=1C=C(C=CC1OC)CCC(=O)OCC Ethyl 3-(3,4-dimethoxyphenyl)propanoate